C(C)C1=CC=CC=2N1C=C(N2)/C=C/C=2N=CSC2 (E)-4-(2-(5-ethylimidazo[1,2-a]pyridin-2-yl)vinyl)thiazol